1-(2,6-difluorobenzyl)-5-((dimethylamino)methyl)-3-(5-(2-fluoroethoxy)pyridin-2-yl)-6-(4-aminophenyl)thieno[2,3-d]pyrimidine-2,4(1H,3H)-dione FC1=C(CN2C(N(C(C3=C2SC(=C3CN(C)C)C3=CC=C(C=C3)N)=O)C3=NC=C(C=C3)OCCF)=O)C(=CC=C1)F